5-(2-(1-aminoethyl)-5-(((5-fluoro-2,3-dihydrobenzofuran-4-yl)methyl)amino)imidazo[1,2-c]pyrimidin-8-yl)-1-methyl-1H-pyrazole-3-carbonitrile NC(C)C=1N=C2N(C(=NC=C2C2=CC(=NN2C)C#N)NCC2=C(C=CC3=C2CCO3)F)C1